1-(5-(4-amino-7-(3-(benzyloxy)cyclobutyl)-7H-pyrrolo[2,3-d]pyrimidin-5-yl)imidazo[1,2-a]pyridin-8-yl)-3-(5-(1-(trifluoromethyl)cyclopropyl)isoxazol-3-yl)urea NC=1C2=C(N=CN1)N(C=C2C2=CC=C(C=1N2C=CN1)NC(=O)NC1=NOC(=C1)C1(CC1)C(F)(F)F)C1CC(C1)OCC1=CC=CC=C1